1,3,5-tris(cyanoethoxy)pentane C(#N)CCOCCC(CCOCCC#N)OCCC#N